(3-methacryloyl-oxypropoxy)phenylpropane C(C(=C)C)(=O)OCCCOC(CC)C1=CC=CC=C1